NC1=CC=C(C=N1)N1CCN(CC1)C(=O)O 4-(6-aminopyridine-3-yl)piperazine-1-carboxylic acid